Tert-butyl (3R,4R)-3-azido-4-((tert-butyl(dimethyl)silyl)oxymethyl)pyrrolidine-1-carboxylate N(=[N+]=[N-])[C@H]1CN(C[C@H]1CO[Si](C)(C)C(C)(C)C)C(=O)OC(C)(C)C